2-bromo-6-(3-((2-(trifluoromethyl)phenoxy)methyl)piperidin-1-yl)pyrazine BrC1=NC(=CN=C1)N1CC(CCC1)COC1=C(C=CC=C1)C(F)(F)F